2-(4-fluoro-6-iodo-1-oxo-isoindolin-2-yl)-N-thiazol-2-yl-acetamide FC1=C2CN(C(C2=CC(=C1)I)=O)CC(=O)NC=1SC=CN1